ethyl (S)-3-(3-chlorophenyl)-2-((4-(trifluoromethoxy)phenyl)sulfonamido)propanoate ClC=1C=C(C=CC1)C[C@@H](C(=O)OCC)NS(=O)(=O)C1=CC=C(C=C1)OC(F)(F)F